5-Bromo-6-methoxy-1-(oxetan-3-yl)-1H-indazole BrC=1C=C2C=NN(C2=CC1OC)C1COC1